ethyl 3-[(4S)-4-[2-[2-fluoro-5-[(4,6,7-trifluoro-1H-indol-5-yl)oxy]phenyl]-1H-imidazol-4-yl]-2,2,4-trimethyl-chroman-8-yl]propanoate FC1=C(C=C(C=C1)OC=1C(=C2C=CNC2=C(C1F)F)F)C=1NC=C(N1)[C@]1(CC(OC2=C(C=CC=C12)CCC(=O)OCC)(C)C)C